(((((2S,3S,4R,5R)-5-(5-chloro-7-(((S)-1-(4-fluorophenyl)ethyl)amino)-3H-[1,2,3]triazolo[4,5-d]pyrimidin-3-yl)-3,4-dihydroxytetrahydrofuran-2-yl)methyl)sulfonyl)methyl)phosphonic acid ClC=1N=C(C2=C(N1)N(N=N2)[C@H]2[C@@H]([C@@H]([C@H](O2)CS(=O)(=O)CP(O)(O)=O)O)O)N[C@@H](C)C2=CC=C(C=C2)F